C(CCCCCCCCCCC)C1=CC=C(C=C1)NC(C=CCCCCCCCC)=O N-(4-dodecyl-phenyl)undeceneamide